4-[2-Ethyl-3-(formyl-methyl-amino)-imidazo[1,2-a]pyridin-6-yl]-3,6-dihydro-2H-pyridine-1-carboxylic acid tert-butyl ester C(C)(C)(C)OC(=O)N1CCC(=CC1)C=1C=CC=2N(C1)C(=C(N2)CC)N(C)C=O